(7S)-3-({[(Dimethylcarbamoyl)methyl](methyl)carbamoyl}methyl)-7-methyl-2-[2-(2-oxo-1,2-dihydropyridin-1-yl)ethyl]-3H,6H,7H,8H,9H-imidazo[4,5-f]chinolin CN(C(=O)CN(C(=O)CN1C(=NC2=C3CC[C@@H](NC3=CC=C21)C)CCN2C(C=CC=C2)=O)C)C